NC1=NC=CC2=CC=C(C=C12)N1N=C(C=C1C(=O)NC1=C(C=CC(=C1)C(CCC1CC1)N1C(NC(C=C1)=O)=O)F)C(F)(F)F 1-(1-aminoisoquinolin-7-yl)-N-(5-(3-cyclopropyl-1-(2,4-dioxo-3,4-dihydropyrimidin-1(2H)-yl)propyl)-2-fluorophenyl)-3-(trifluoromethyl)-1H-pyrazole-5-carboxamide